CN1C2=CC=CC=C2C=2C(=CC=CC12)S(=O)(=O)NC1=C(C=CC=C1)C#CC=1C=CC=NC1 5-{2-[2-(9-Methyl-9H-carbazole-4-sulfonamido)phenyl]ethynyl}pyridin